4-(3-amino-1H-pyrazol-5-yl)benzoic acid methyl ester COC(C1=CC=C(C=C1)C1=CC(=NN1)N)=O